ethyl 3-{(1s,3r)-3-[(tert-butylcarbamoyl) oxy] cyclopentyl}-5-[(1,2-oxazol-3-ylacetyl) amino]-1H-pyrazole-1-carboxylate C(C)(C)(C)NC(=O)O[C@H]1C[C@H](CC1)C1=NN(C(=C1)NC(CC1=NOC=C1)=O)C(=O)OCC